N[C@@H](CN1C(C=2C=C3C(=NC2CC1)N(C(=N3)C=3N(C1=C(C=CC=C1C3)OC[C@@H](C)N3C=NC(=C3)F)CC3CC3)C)=O)CF 7-((S)-2-amino-3-fluoropropyl)-2-(1-(cyclopropylmethyl)-7-((R)-2-(4-fluoro-1H-imidazol-1-yl)propoxy)-1H-indol-2-yl)-3-methyl-3,5,6,7-tetrahydro-8H-imidazo[4,5-b][1,6]naphthyridin-8-one